NC1=C2C(=NN1C(=O)[C@@H]1CCNC3=C(C=CC=C13)C)CCOC2 |o1:8| (R*)-(3-amino-6,7-dihydropyrano[4,3-c]pyrazol-2(4H)-yl)(8-methyl-1,2,3,4-tetrahydroquinolin-4-yl)methanone